8-(2-cyclopropyl-6-methylpyridin-4-yl)-7-phenyl-[1,2,4]triazolo[4,3-c]pyrimidin-5-amine C1(CC1)C1=NC(=CC(=C1)C=1C=2N(C(=NC1C1=CC=CC=C1)N)C=NN2)C